3-Fluoro-5-((6-(3-methylisoxazol-4-yl)-1-oxoisoquinolin-2(1H)-yl)methyl)-N-((1-(oxetan-3-yl)piperidin-4-yl)methyl)benzamide FC=1C=C(C(=O)NCC2CCN(CC2)C2COC2)C=C(C1)CN1C(C2=CC=C(C=C2C=C1)C=1C(=NOC1)C)=O